1-(2-trimethylsilylethoxymethyl)imidazole-2-carboxylate C[Si](CCOCN1C(=NC=C1)C(=O)[O-])(C)C